6α-Ethyl-7α-hydroxy-5β-cholan C(C)[C@H]1[C@H]([C@H]2[C@@H]3CC[C@H]([C@@H](CCC)C)[C@]3(CC[C@@H]2[C@]2(CCCC[C@@H]12)C)C)O